8-(2-(isopropylamino)ethyl)-7,8,9,10-tetrahydro-5H-cyclohepta[b]naphthalene-5,11(6H)-dione C(C)(C)NCCC1CCC2=C(C(C=3C=CC=CC3C2=O)=O)CC1